C(C1=CC=CC=C1)OC1=C(C(=CC=C1)Br)C#CC(CCO[Si](C)(C)C(C)(C)C)(C)C [5-(2-benzyloxy-6-bromo-phenyl)-3,3-dimethyl-pent-4-ynoxy]-tert-butyl-dimethyl-silane